5,6-difluoro-3-(dicyanomethylene)inden-1-one tert-Butyl-4-fluoro-5,6,7,8-tetrahydro-5,8-epiminoisoquinoline-9-carboxylate C(C)(C)(C)OC(=O)N1C2C=3C(=CN=CC3C1CC2)F.FC=2C=C1C(CC(C1=CC2F)=O)=C(C#N)C#N